1-(3-(3,6-difluoro-9H-carbazol-9-yl)-2-hydroxypropyl)-4-ethylpyrrolidin-2-one FC=1C=CC=2N(C3=CC=C(C=C3C2C1)F)CC(CN1C(CC(C1)CC)=O)O